FC(C1=CC=C(C=N1)CC(=O)O)(F)F [6-(Trifluoromethyl)pyridin-3-yl]acetic acid